2-[[2-(trimethylsilyl)ethoxy]methyl]-2,3-dihydropyridazin-3-one C[Si](CCOCN1N=CC=CC1=O)(C)C